ClCC(=O)N1C2=C(OC[C@@H]1COC1=CC=CC=C1)N=CC(=C2)CC2=CC=C(C=C2)F (S)-2-chloro-1-(7-(4-fluorobenzyl)-2-(phenoxymethyl)-2,3-dihydro-1H-pyrido[2,3-b][1,4]oxazin-1-yl)ethan-1-one